(S)-2-((3'-((4-chloro-2-fluorobenzyl)oxy)-2,4',5-trifluoro-[1,1'-biphenyl]-4-yl)methyl)-1-(4,4-dimethyltetrahydrofuran-3-yl)-1H-benzo[d]imidazole-6-carboxylic acid ClC1=CC(=C(COC=2C=C(C=CC2F)C2=C(C=C(C(=C2)F)CC2=NC3=C(N2[C@@H]2COCC2(C)C)C=C(C=C3)C(=O)O)F)C=C1)F